propyl-(1-methyl-1H-pyrazol-4-yl)benzol C(CC)C1=C(C=CC=C1)C=1C=NN(C1)C